bromo-7'-(trifluoromethyl)-3',4'-dihydro-1'H-spiro[pyrrolidine-3,2'-[1,8]naphthyridin]-1-carboxylic acid tert-butyl ester C(C)(C)(C)OC(=O)N1CC2(N(C3=NC(=CC=C3CC2)C(F)(F)F)Br)CC1